(S)-7'-(3,5-difluorophenyl)-1-(6-methoxypyrimidin-4-yl)dihydro-1'H,3'H,5'H-spiro[piperidine-4,2'-pyrazolo[1,2-a]pyrazol]-1'-one FC=1C=C(C=C(C1)F)[C@@H]1CCN2N1C(C1(C2)CCN(CC1)C1=NC=NC(=C1)OC)=O